FC=1C(=C(C=CC1)C1OC1)OC 2-(3-fluoro-2-methoxyphenyl)oxirane